OCCN1CCN(CC1)CCS(=O)(=O)O 4-(2-Hydroxy-ethyl)piperazine-1-ethanesulfonic acid